C(C)(C)(C)OC(=O)N[C@H]1C[C@H](C1)OC1=CC=C(C(=O)O)C=C1 4-(cis-3-((tert-butoxycarbonyl)amino)cyclobutoxy)benzoic acid